methyl 4-bromo-5-fluoro-2-((4-fluoro-2-formylphenyl) amino)-benzoate BrC1=CC(=C(C(=O)OC)C=C1F)NC1=C(C=C(C=C1)F)C=O